(1R,3R,4R)-2-[(2R)-2-(3-chloro-2-methyl-anilino)propanoyl]-N-[(1R)-1-cyano-2-[(3R)-2-oxo-3-piperidyl]ethyl]-5,5-difluoro-2-azabicyclo[2.2.2]octane-3-carboxamide ClC=1C(=C(N[C@@H](C(=O)N2[C@H]3CC([C@@H]([C@@H]2C(=O)N[C@H](C[C@@H]2C(NCCC2)=O)C#N)CC3)(F)F)C)C=CC1)C